tert-butyl cis-5-(6-(cyclopropylcarbamoyl)pyridin-3-yl)-2,5-diazabicyclo[4.2.0]octane-2-carboxylate C1(CC1)NC(=O)C1=CC=C(C=N1)N1CCN([C@@H]2CC[C@H]12)C(=O)OC(C)(C)C